(1r,2r)-N-(1-bromo-4-(6-((S)-1-hydroxybutyl)-4-methylpyridin-3-yl)imidazo[1,2-a][1,6]naphthyridin-8-yl)-2-fluorocyclopropane-1-carboxamide BrC1=CN=C2N1C1=CC(=NC=C1C=C2C=2C=NC(=CC2C)[C@H](CCC)O)NC(=O)[C@@H]2[C@@H](C2)F